C(C)(C)OP(OC(C)C)(=O)C1=CC=C(C=C1)CBr 4-(bromomethyl)phenylphosphonic acid diisopropyl ester